S-ethyl thiocarbonate C(SCC)([O-])=O